2-[(2,4-dimethoxyphenyl)methylamino]-8-[4-[2-(dimethylamino)ethoxy]-3-fluoro-phenyl]-6-(5-methyl-4-prop-2-enoyl-2,3-dihydroquinoxalin-1-yl)pyrido[2,3-d]pyrimidin-7-one COC1=C(C=CC(=C1)OC)CNC=1N=CC2=C(N1)N(C(C(=C2)N2CCN(C1=C(C=CC=C21)C)C(C=C)=O)=O)C2=CC(=C(C=C2)OCCN(C)C)F